BrC=1C=NN(C1)C=1C=CC(=NC1)C 5-(4-bromo-1H-pyrazol-1-yl)-2-methylpyridine